C1(CC1)N1C=C(C(C2=CC(=C(C(=C12)OC)N1CC2CCCCC2(C1)N)F)=O)C(=O)O 1-cyclopropyl-7-{1-amino-8-azabicyclo[4.3.0]nonan-8-yl}-6-fluoro-8-methoxy-4-oxo-1,4-dihydro-3-quinolinecarboxylic acid